tert-butyl(2-amino-5-(4-cyano-[1,4'-bipiperidin]-1'-yl)phenyl)carbamate C(C)(C)(C)OC(NC1=C(C=CC(=C1)N1CCC(CC1)N1CCC(CC1)C#N)N)=O